toluenesulfonic acid anion C(C1=CC=CC=C1)S(=O)(=O)[O-]